tert-butyl 2-(methoxy(methyl)carbamoyl)-4-(methoxymethyl)pyrrolidine-1-carboxylate CON(C(=O)C1N(CC(C1)COC)C(=O)OC(C)(C)C)C